C(C)N1N=C2N=C(C=NC2=C1)N[C@@H](C)C=1C=C(C=CC1)NC(CC1=C(C=CC=C1)F)=O (S)-N-(3-(1-((2-ethyl-2H-pyrazolo[3,4-b]pyrazin-6-yl)amino)ethyl)phenyl)-2-(2-fluorophenyl)acetamide